(1R,2R,3S,4R,5R)-N-(3,4-dichlorophenyl)-5-fluoro-3-(2-methylpyridin-4-yl)-7-oxabicyclo[2.2.1]Heptane-2-carboxamide ClC=1C=C(C=CC1Cl)NC(=O)[C@H]1[C@H]2C[C@H]([C@@H]([C@@H]1C1=CC(=NC=C1)C)O2)F